Di(4-(diazophenyl)-benzyl) ethynylphosphonite C(#C)P(OCC1=CC=C(C=C1)C1C(C=CC=C1)=[N+]=[N-])OCC1=CC=C(C=C1)C1C(C=CC=C1)=[N+]=[N-]